cobalt-copper iron [Fe].[Cu].[Co]